3-(5-((3-(2-fluoro-5-((6-fluoro-4-methyl-1H-indol-5-yl)oxy)phenyl)-1H-pyrazol-1-yl)methyl)thiazol-2-yl)propanamide FC1=C(C=C(C=C1)OC=1C(=C2C=CNC2=CC1F)C)C1=NN(C=C1)CC1=CN=C(S1)CCC(=O)N